C1=CC=CC=2C(C3=C(CCC21)C=CC=C3)C3CN(CCC3)S(=O)(=O)NC3=CC=C(C=C3)OC(F)(F)F 3-(10,11-dihydro-5H-dibenzo[a,d][7]annulen-5-yl)-N-(4-(trifluoromethoxy)phenyl)piperidine-1-sulfonamide